NC=1N=NC(=CC1N1CCN(CC1)CC(=O)O)C(=O)OC 2-(4-(3-amino-6-(methoxycarbonyl)pyridazin-4-yl)piperazin-1-yl)acetic acid